3-Amino-2-fluoro-N-(2-methyl-4-(perfluoropropan-2-yl)phenyl)benzamide NC=1C(=C(C(=O)NC2=C(C=C(C=C2)C(C(F)(F)F)(C(F)(F)F)F)C)C=CC1)F